N-((1S,2R)-2-(6-fluoro-2,3-dimethylphenyl)-1-(5-oxo-4,5-dihydro-1,3,4-oxadiazol-2-yl)propyl)-2,3-dihydrobenzo[b]thiophene-6-sulfonamide 1,1-dioxide FC1=CC=C(C(=C1[C@H]([C@@H](C=1OC(NN1)=O)NS(=O)(=O)C=1C=CC2=C(S(CC2)(=O)=O)C1)C)C)C